ON[C@@H]([C@@H](C)CC)C(=O)O mono-hydroxyisoleucine